methyl 4-{[(3R)-3-(hydroxymethyl) piperazin-1-yl] methyl}-2-methoxybenzoate OC[C@H]1CN(CCN1)CC1=CC(=C(C(=O)OC)C=C1)OC